4-(4-Methyl-[1,4]diazepan-1-yl)-1,7,11b-triaza-benzo[c]fluorene-6-carboxylic acid (2-hydroxy-ethyl)-amide OCCNC(=O)C1=CC2=C(N3C=4C=CC=CC4N=C13)N=CC=C2N2CCN(CCC2)C